ClCC1=CC(=C(S1)C)C1=C(CCC1)C1=C(SC(=C1)CCl)C 1,2-bis(5-chloromethyl-2-methylthiophen-3-yl)cyclopentene